FC1=CC=C2C=C(C(OC2=C1)=O)C=1SC=C(N1)CC(=O)O (2-(7-fluoro-2-oxo-2H-chromen-3-yl)thiazol-4-yl)acetic acid